(R)-2,5-bis((tert-butyldimethylsilyl)oxy)-3,3-dimethyl-1-(1-methyl-1H-pyrrol-2-yl)pentan-1-one [Si](C)(C)(C(C)(C)C)O[C@@H](C(=O)C=1N(C=CC1)C)C(CCO[Si](C)(C)C(C)(C)C)(C)C